p-Nitrobenzoic acid methyl ester COC(=O)C1=CC=C(C=C1)[N+](=O)[O-]